ClC1=C(C=CC=C1Cl)SC=1N=CC(=NC1C(F)(F)F)N1CCC2(CCC[C@H]2N[S@](=O)C(C)(C)C)CC1 (R)-N-((R)-8-(5-((2,3-dichlorophenyl)thio)-6-(trifluoromethyl)pyrazin-2-yl)-8-azaspiro[4.5]decan-1-yl)-2-methylpropane-2-sulfinamide